C1(=CC=CC=C1)C1CC(C1)CO ((1r,3r)-3-phenylcyclobutyl)methanol